CC1(COC1)S(=O)(=O)C1=CC=C(OCCN2CCC3(CC2)C(NC2=CC=C(C=C23)C#N)=O)C=C1 1'-(2-{4-[(3-methyloxetan-3-yl)sulfonyl]phenoxy}ethyl)-2-oxo-1,2-dihydrospiro[indole-3,4'-piperidine]-5-carbonitrile